FC1=C(C(=CC2=CC=C(C=C12)C1COCC1)O)N1CC(NS1(=O)=O)=O 5-[1-fluoro-3-hydroxy-7-(oxolan-3-yl)naphthalen-2-yl]-1λ6,2,5-thiadiazolidine-1,1,3-trione